FC1=C(C=C(OC2=C(C#N)C=C(C=C2)COC2=NC(NC(=C2)OC)=O)C=C1)C(F)(F)F 2-(4-fluoro-3-(trifluoromethyl)phenoxy)-5-(((6-methoxy-2-oxo-1,2-dihydropyrimidin-4-yl)oxy)methyl)benzonitrile